C([2H])([2H])([2H])C1=C(C(=NC=C1)C1=CC=CC=C1)C1=CC=CC=C1 (methyl-d3)(diphenyl)pyridine